CC1(O[C@@H]2[C@H](O1)[C@H](O[C@H]2N2C1=NC=NC(=C1N=C2)NC(C2=CC=CC=C2)=O)CNC(C(F)(F)F)=O)C N-(9-((3aR,4R,6R,6aR)-2,2-dimethyl-6-((2,2,2-trifluoroacetamido)methyl)tetrahydrofuro[3,4-d][1,3]dioxol-4-yl)-9H-purin-6-yl)benzamide